piperidine-3-carboxylic acid-lithium salt [Li+].N1CC(CCC1)C(=O)[O-]